BrC=1C=C(C(=NC1)NS([O-])(=O)=O)C.[Na+] Sodium N-(5-bromo-3-methylpyridin-2-yl)sulfamate